trifluoromethyl-1H-benzol FC(F)(F)C1CC=CC=C1